COC(=O)C=1C=CC=2C3=C(N(C2C1)C(CC1CCOCC1)C1=CC=CC=C1)C=C(C=N3)C3=C(N=NN3C)C.ClC3=C(C=C(OCC1C=NC(O1)=O)C=C3C)C 5-((4-chloro-3,5-dimethylphenoxy)methyl)oxazolin-2-one methyl-3-(1,4-dimethyl-1H-1,2,3-triazol-5-yl)-5-(1-phenyl-2-(tetrahydro-2H-pyran-4-yl)ethyl)-5H-pyrido[3,2-b]indole-7-carboxylate